(1S,3aS,6aR)-2-(2-(3-acetyl-5-(2-methylpyrimidin-5-yl)-1H-indazol-1-yl)acetyl)-N-(6-bromopyridin-2-yl)octahydrocyclopenta[c]pyrrole-1-carboxamide C(C)(=O)C1=NN(C2=CC=C(C=C12)C=1C=NC(=NC1)C)CC(=O)N1[C@@H]([C@H]2[C@@H](C1)CCC2)C(=O)NC2=NC(=CC=C2)Br